(1-(6-(1H-imidazol-1-yl)pyridin-2-yl)piperidin-4-yl)methyl-4-methylbenzenesulfonate N1(C=NC=C1)C1=CC=CC(=N1)N1CCC(CC1)COS(=O)(=O)C1=CC=C(C=C1)C